FC1=CC(=C(C=C1)CCNC=1C=CC(=C(C(=O)O)C1)O)C(F)(F)F 5-[2-(4-fluoro-2-trifluoromethylphenyl)-ethylamino]-2-hydroxy-benzoic acid